C(C)N1C(NC2=CC(=CC=C2C1=O)CN1CC2(C1)CCN(CC2)C=2C=CC(=NC2)C(=O)NC)=O 5-(2-((3-ethyl-2,4-dioxo-1,2,3,4-tetrahydroquinazolin-7-yl)methyl)-2,7-diazaspiro[3.5]nonan-7-yl)-N-methylpicolinamide